ClC1=CC(=C(OC2=NC=C(C=N2)CN2C(CC[C@@H]2C)=O)C=C1)F (5S)-{[2-(4-chloro-2-fluorophenoxy)pyrimidin-5-yl]methyl}-5-methylpyrrolidin-2-one